ClC1=CC2=C(C=N1)C1(CN2C=2SC=C(N2)C(C)(F)F)CC1 2-(6'-Chlorospiro[cyclopropane-1,3'-pyrrolo[3,2-c]pyridin]-1'(2'h)-yl)-4-(1,1-difluoroethyl)thiazole